6-bromo-4-(((tert-butyldimethylsilyl)oxy)methyl)-N-(4-methoxybenzyl)quinolin-2-amine BrC=1C=C2C(=CC(=NC2=CC1)NCC1=CC=C(C=C1)OC)CO[Si](C)(C)C(C)(C)C